ClC1=NC=C2C=CC(=NC2=C1)NC1CCN(CC1)C(=O)OC(C)(C)C tert-butyl 4-[(7-chloro-1,6-naphthyridin-2-yl)amino]piperidine-1-carboxylate